O=C1C(=NC2=CC=C(C=C2N1)CN1CCNCC1)CCC 4-[(3-oxo-2-propyl-4H-quinoxalin-6-yl)methyl]Piperazine